n-methyl-1-(2-oxo-1,2,3,4-tetrahydroquinolin-6-yl)-2-(1-phenylcyclopropyl)-1H-benzo[d]imidazole-5-carboxamide CNC(=O)C1=CC2=C(N(C(=N2)C2(CC2)C2=CC=CC=C2)C=2C=C3CCC(NC3=CC2)=O)C=C1